ClC1=CC=C2C=C(NC2=C1C)C=O 6-CHLORO-7-METHYL-1H-INDOLE-2-CARBALDEHYDE